[Pt+2].C(C(O)C)(=O)O lactic acid platinum (ii)